(1R,3R)-N-(6-((R)-1-cyanospiro[2.2]pentan-1-yl)isoquinolin-3-yl)-3-methoxycyclobutane-1-carboxamide C(#N)[C@@]1(CC12CC2)C=2C=C1C=C(N=CC1=CC2)NC(=O)C2CC(C2)OC